NC1(C(N(C1=C=O)S(=O)(=O)[O-])(C)C)C(C)O 3-amino-3-(1-hydroxyethyl)-2,2-dimethyl-4-carbonyl-azetidin-1-yl-sulfonate